2,2'-dithiobis(1H-imidazole) N1C(=NC=C1)SSC=1NC=CN1